(3R,6S)-6-[5-[3-cis-(trifluoromethoxy)cyclobutyl]-1,3,4-oxadiazol-2-yl]Tetrahydropyran-3-amine hydrochloride Cl.FC(OC1(CCC1)C1=NN=C(O1)[C@@H]1CC[C@H](CO1)N)(F)F